1-(6-((2,3-Dichlorophenyl)thio)pyrido[2,3-b]pyrazin-2-yl)-4-methylpiperidin-4-amine ClC1=C(C=CC=C1Cl)SC=1C=CC=2C(=NC=C(N2)N2CCC(CC2)(N)C)N1